1-(4-methoxyphenylmethyleneamino)piperazine-2,5-dione COC1=CC=C(C=C1)C=NN1C(CNC(C1)=O)=O